ClC1=NNC(C(=C1)C(COC)N1N=C(C(=C1)NC(=O)[C@H](C(C1CC1)C1CC1)NC(=O)C1=NON=C1C)F)=O N-[(1S)-1-[[1-[1-(3-chloro-6-oxo-1H-pyridazin-5-yl)-2-methoxy-ethyl]-3-fluoro-pyrazol-4-yl]carbamoyl]-2,2-dicyclopropyl-ethyl]-4-methyl-1,2,5-oxadiazole-3-carboxamide